BrC1=C(C2=C(N(C(=N2)C)C)C=C1C(F)(F)F)[N+](=O)[O-] 5-bromo-1,2-dimethyl-4-nitro-6-(trifluoromethyl)-1H-benzo[d]imidazole